Cyclopropanecarboxylic acid [5-(1-methyl-2-oxo-1,2,3,4-tetrahydro-quinolin-6-yl)-pyridin-3-ylmethyl]-amide CN1C(CCC2=CC(=CC=C12)C=1C=C(C=NC1)CNC(=O)C1CC1)=O